2-chloro-5-{[(2,2-dimethylpropionyl)amino]methyl}-N-{1-[2-(morpholin-4-yl)ethyl]-1H-indazol-4-yl}benzamide ClC1=C(C(=O)NC2=C3C=NN(C3=CC=C2)CCN2CCOCC2)C=C(C=C1)CNC(C(C)(C)C)=O